C1C2=CC=CC=C2C3=C1C(=CC=C3)C4=C(C5=C(C=C4)C6=CC=CC=C6C5)C7=CC=CC8=C7CC9=CC=CC=C98 terfluorenyl